2-(2,6-dioxopiperidin-3-yl)-4-(((1-(1-(1-(5-iodopyridin-2-yl)piperidine-4-carbonyl)piperidin-4-yl)-1H-pyrazol-4-yl)methyl)amino)isoindoline-1,3-dione O=C1NC(CCC1N1C(C2=CC=CC(=C2C1=O)NCC=1C=NN(C1)C1CCN(CC1)C(=O)C1CCN(CC1)C1=NC=C(C=C1)I)=O)=O